1-((benzylamino)methyl)cyclopropane-1-ol C(C1=CC=CC=C1)NCC1(CC1)O